2-(3-hydroxyazetidin-3-yl)piperidine-1-carboxylic acid-1,1-dimethylethyl ester CC(C)(C)OC(=O)N1C(CCCC1)C1(CNC1)O